3-bromo-4-chloro-6-cyclopropyl-2-hydrazineylidene-1,2-dihydropyridine BrC=1C(NC(=CC1Cl)C1CC1)=NN